CC/C=C\\C/C=C\\C/C=C\\C/C=C\\C/C=C\\C/C=C\\CCCCCCCCC(=O)O The molecule is a very long-chain omega-3 fatty acid that is octacosanoic acid having six double bonds located at positions 10, 13, 16, 19, 22 and 25 (the 10Z,13Z,16Z,19Z,22Z,25Z-isomer). It is an omega-3 fatty acid and an octacosahexaenoic acid. It is a conjugate acid of a (10Z,13Z,16Z,19Z,22Z,25Z)-octacosahexaenoate.